N'-acetyl-benzoyl-hydrazine C(C)(=O)NNC(C1=CC=CC=C1)=O